[N+](=O)([O-])C1=CC=C(C=C1)N1CCC(CC1)N1CCN(CC1)C(CCNC(=O)C=1NC=CN1)=O N-(3-{4-[1-(4-nitrophenyl)piperidin-4-yl]piperazin-1-yl}-3-oxopropyl)imidazole-2-carboxamide